3-[[4-(2,6-Dimethylphenyl)-6-[(2R)-2-(5,8-dioxaspiro[3.4]octan-2-ylmethylamino)-4,4-dimethyl-pentoxy]pyrimidin-2-yl]sulfamoyl]benzoic acid CC1=C(C(=CC=C1)C)C1=NC(=NC(=C1)OC[C@@H](CC(C)(C)C)NCC1CC2(C1)OCCO2)NS(=O)(=O)C=2C=C(C(=O)O)C=CC2